14,14-difluoro-2λ6,5-dithia-3,17,20,26-tetrazatetracyclo[19.3.1.14,7.08,13]hexacosa-1(25),4(26),6,8,10,12,21,23-octaene 2,2-dioxide FC1(C2=CC=CC=C2C2=CSC(NS(C=3C=CC=C(NCCNCC1)C3)(=O)=O)=N2)F